ClC=1C=C(C=CC1)C(C)=NO m-chloroacetophenone oxime